ClC1=C(C(=O)N(C2(CC2)C#N)COC(=O)C2=CC=C(C(=O)O)C=C2)C=C(C=C1)C=1C=NN(C1)C=1N(N=C(C1C(F)(F)F)C(C(F)(F)F)(F)F)C 4-({[{2-Chloro-5-[2'-methyl-5'-(pentafluoroethyl)-4'-(trifluoromethyl)-2'H-[1,3'-bipyrazol]-4-yl]benzoyl}(1-cyanocyclopropyl)amino]methoxy}carbonyl)benzoic acid